BrC1=CC=C(C=C1)C1(CC1)C(=O)O 1-(4-bromophenyl)cyclopropanecarboxylic acid